[Si](C)(C)(C(C)(C)C)O[C@@H]1[C@H](CCCC1)NC(C1=CC(=C(C=C1)C)NCC=1C=NC(=CC1)NC(=O)C1CC(C1)OC)=O N-[(1S,2S)-2-{[tert-butyl(dimethyl)silyl]oxy}cyclohexyl]-3-{[(6-{[(1r,3r)-3-methoxycyclobutane-1-carbonyl]amino}pyridin-3-yl)methyl]amino}-4-methylbenzamide